CC1(OB(OC1(C)C)C1=CC(=NC=C1)NC(C1=CC=CC=C1)=O)C N-[4-(4,4,5,5-tetramethyl-1,3,2-dioxaborolan-2-yl)-2-pyridyl]benzamide